COC([C@H](CON)C)=O.BrCC1=C(C=CC=C1)C1=CC=CC=C1 2-(bromomethyl)biphenyl methyl-(S)-3-aminooxy-2-methylpropionate